BrC=1C=CC(=NC1)N1CC(C1)(O)C(F)(F)F 1-(5-bromo-2-pyridinyl)-3-(trifluoromethyl)azetidin-3-ol